6-(bromomethyl)-2-(3,4-dichlorophenyl)-1-ethyl-5-fluoro-4-oxo-pyridine-3-carboxylic acid ethyl ester C(C)OC(=O)C1=C(N(C(=C(C1=O)F)CBr)CC)C1=CC(=C(C=C1)Cl)Cl